N1=NC=C2N1C=CC=C2C2=CC=C(C=C2)N2CCN(CC2)C(=O)NC=2N=C(SC2)C#C 4-(4-([1,2,3]Triazolo[1,5-a]pyridin-4-yl)phenyl)-N-(2-ethynyl-thiazol-4-yl)piperazine-1-carboxamide